[5-(1-AMINO-4-METHYLPHTHALAZIN-6-YL)-6-(TRIFLUOROMETHYL)PYRIDIN-3-YL]BORONIC ACID NC1=NN=C(C2=CC(=CC=C12)C=1C=C(C=NC1C(F)(F)F)B(O)O)C